1-ethenyl-3-phenoxybenzene C(=C)C1=CC(=CC=C1)OC1=CC=CC=C1